O.C(=CC)C1=C(N2C([C@H]([C@H]2SC1)NC([C@@H](C1=CC=C(C=C1)O)N)=O)=O)C(=O)O (6R,7R)-3-propenyl-7-[(R)-2-amino-2-(4-hydroxyphenyl)acetamido]-8-oxo-5-thia-1-azabicyclo[4.2.0]oct-2-ene-2-carboxylic acid-hydrate